6-bromo-8-methoxyimidazo[1,2-a]pyrazine BrC=1N=C(C=2N(C1)C=CN2)OC